C(C)(=O)O[C@@H]1[C@@H]([C@H](O)O[C@@H]([C@H]1O)CO)O 3-O-acetyl-β-D-mannose